BrC=1C(=NC(=NC1)NC1=C(C=C(C(=C1)C=1C=NN(C1)C)N1CCC(CC1)N1CCNCC1)OC1CC1)NC1=C(C=C(C=C1)F)P(C)(C)=O (2-((5-bromo-2-((2-cyclopropyloxy-5-(1-methyl-1H-pyrazol-4-yl)-4-(4-(piperazin-1-yl)piperidin-1-yl)phenyl)amino)pyrimidin-4-yl)amino)-5-fluorophenyl)dimethylphosphine oxide